6,7-dimethoxy-2-methyl-N-{(1R)-1-[3'-(5-methyl-1,3,4-oxadiazol-2-yl)biphenyl-3-yl]ethyl}quinazolin-4-amine COC=1C=C2C(=NC(=NC2=CC1OC)C)N[C@H](C)C=1C=C(C=CC1)C1=CC(=CC=C1)C=1OC(=NN1)C